N1N=CN=C1[C@@H]1CN(CC1)C(=O)N1CC(C1)C1=CC=C(C=C1)N1C(C[C@H](CC1)C(F)(F)F)=O (4S)-1-[4-[1-[(3S)-3-(1H-1,2,4-Triazol-5-yl)pyrrolidine-1-carbonyl]azetidin-3-yl]phenyl]-4-(trifluoromethyl)piperidin-2-one